C(C)C=1C=C(C=C(C1C1=C(C(=C(C2=CC=CC=C12)O)\N=N\[H])S(=O)(=O)O)CC)C1=CC(=C(C(=C1)CC)C1=C(C(=C(C2=CC=CC=C12)O)\N=N\[H])S(=O)(=O)O)CC 1,1'-(3,5,3',5'-tetraethyl[1,1'-biphenyl]-4,4'-diyl)bis{4-hydroxy-3-[(E)-diazenyl]naphthalene-2-sulfonic acid}